cyclopropyl-4-[5-(1-hydroxyethyl)-2-(6-methoxypyrazolo[1,5-a]pyridin-3-yl)-1,3-thiazol-4-yl]pyridin-2-one C1(CC1)C=1C(NC=CC1C=1N=C(SC1C(C)O)C=1C=NN2C1C=CC(=C2)OC)=O